C1=CC2=C(C=C1S(=O)(=O)[O-])C(=C(N2)C3=NC4=C(C3=O)C=C(C=C4)S(=O)(=O)[O-])O.[Na+].[Na+] The molecule is an organic sodium salt resulting from the formal condensation of indigo carmine (acid form) with two equivalents of sodium hydroxide. It is an indicator at pH 11.5-14, changing from blue to yellow. It has a role as a food colouring, a histological dye and a two-colour indicator. It contains an indigo carmine(2-).